N-ethyl-6-[[7-(1-methylpyrrolo[2,3-b]pyridin-4-yl)-3-oxo-isoindolin-4-yl]amino]pyridine-3-carboxamide C(C)NC(=O)C=1C=NC(=CC1)NC1=C2C(NCC2=C(C=C1)C1=C2C(=NC=C1)N(C=C2)C)=O